(S)-1-(4-bromo-2-methylphenyl)-2,2,2-trifluoro-N-methylethan-1-amine hydrochloride Cl.BrC1=CC(=C(C=C1)[C@@H](C(F)(F)F)NC)C